5-(2-fluorobenzyl)-N-(4-(2-chloro-5-(3-methoxypropoxy)phenyl)pyridin-2-yl)-4H-1,2,4-triazole-3-carboxamide FC1=C(CC=2NC(=NN2)C(=O)NC2=NC=CC(=C2)C2=C(C=CC(=C2)OCCCOC)Cl)C=CC=C1